(S)-2-acetyloxypropionyl chloride C(C)(=O)O[C@H](C(=O)Cl)C